CN(CCOC1=CC=C2NC(C=3N(C2=C1)C=C(C3)C3=CC=NC=C3)=O)C 8-(2-(dimethylamino)ethoxy)-2-(pyridin-4-yl)pyrrolo[1,2-a]quinoxalin-4(5H)-on